C1(CC1)C=1C=C(C=CC1B1OC(C(O1)(C)C)(C)C)C(C)(O)C1=CC(=CC=C1)C(F)(F)F 1-(3-cyclopropyl-4-(4,4,5,5-tetramethyl-1,3,2-dioxaborolan-2-yl)phenyl)-1-(3-(trifluoromethyl)phenyl)ethanol